[Cl-].C(CCCCCCCCCCCCCCCCC)[N+](C)(C)C1=CC=CC=C1 stearyl-phenyl-dimethyl-ammonium chloride